2-(4-chloro-3-fluorophenoxy)-N-(3-{6-[3-(trifluoromethyl)pyrrolidine-1-carbonyl]pyridin-3-yl}bicyclo[1.1.1]pentan-1-yl)acetamide ClC1=C(C=C(OCC(=O)NC23CC(C2)(C3)C=3C=NC(=CC3)C(=O)N3CC(CC3)C(F)(F)F)C=C1)F